tert-butyl 4-bromo-2-methyl-7,8-dihydropyrido[4,3-d]pyrimidine-6(5H)-carboxylate BrC=1C2=C(N=C(N1)C)CCN(C2)C(=O)OC(C)(C)C